4,4'-(2,4,8,10-tetraoxaspiro[5.5]undecane-3,9-diyldi-2,1-ethanediyl)bis[phenol] C1OC(OCC12COC(OC2)CCC2=CC=C(C=C2)O)CCC2=CC=C(C=C2)O